C1(=CC=CC=C1)P(C1=C(C(=CC=C1)OC)C1=C(C=CC=C1OC)P(C1=CC=CC=C1)C1=CC=CC=C1)C1=CC=CC=C1 (S)-2,2'-bis(diphenylphosphino)-6,6'-dimethoxy-1,1'-biphenyl